(S)-N-(2-(2-((2-methoxy-4-(pyrrolidin-3-ylamino)phenyl)amino)quinazolin-8-yl)pyridin-4-yl)acrylamide COC1=C(C=CC(=C1)N[C@@H]1CNCC1)NC1=NC2=C(C=CC=C2C=N1)C1=NC=CC(=C1)NC(C=C)=O